bis(iso-propyl-sec-butylamino)methylsilane C(C)(C)N(C(C)CC)C(N(C(C)C)C(C)CC)[SiH3]